dimethylaminomorpholinocarbon CN(C)[C]N1CCOCC1